C\C=C\C1=C(OC)C=C(OC)C(OC)=C1 α-ASARONE